2-(benzo[d]thiazol-2-yl)-3-(4-hydroxy-3,5-dimethoxyphenyl)acrylonitrile S1C(=NC2=C1C=CC=C2)C(C#N)=CC2=CC(=C(C(=C2)OC)O)OC